1-benzyl 2-methyl pyrimidine-4-yl-piperazine-1,2-dicarboxylate N1=CN=C(C=C1)C1(N(CCNC1)C(=O)OCC1=CC=CC=C1)C(=O)OC